1-(benzyloxy)-6-methyl-7,10-dihydro-7,10-methanopyrido[4,3-c]azocin-5(6H)-one C(C1=CC=CC=C1)OC1=NC=CC=2C(N(C3C=CC(C21)C3)C)=O